C(C)(CC)C1=C(C(=C2C=NC(=NN21)N[C@H]2[C@@H](COCC2)O)F)Cl (3S,4R)-4-((7-(sec-butyl)-6-chloro-5-fluoropyrrolo[2,1-f][1,2,4]triazin-2-yl)amino)tetrahydro-2H-pyran-3-ol